C(C)(C)(C)OC(=O)NCC=CCNC1=C(C=C(C(=O)[O-])C=C1[N+](=O)[O-])OCCCN1CCOCC1 4-((4-((tert-butoxycarbonyl) amino) but-2-en-1-yl) amino)-3-(3-morpholinopropoxy)-5-nitrobenzoate